4-(epoxyethyl)styrene methyl-(E)-2-(2-(3-cyclopropyl-6-fluoro-2-morpholino-4-oxo-3,4-dihydroquinazolin-8-yl)vinyl)benzoate COC(C1=C(C=CC=C1)\C=C\C=1C=C(C=C2C(N(C(=NC12)N1CCOCC1)C1CC1)=O)F)=O.C1(CO1)C1=CC=C(C=C)C=C1